COC=1C=C(C=CC1OC)C=1N=C2N(C=C(C=C2C)C2C[C@@H](N(CC2)C2CCNCC2)C(C)C)C1 2-(3,4-dimethoxyphenyl)-6-(r-isopropyl-[1,4'-bipiperidin]-4-yl)-8-methylimidazo[1,2-a]pyridine